5-(trimethoxysilyl)-2-norbornene CO[Si](C1C2C=CC(C1)C2)(OC)OC